FC=1C=C(C=C(C1)C=1C=NN(C1)C1=CC=C(C=C1)F)CN (3-fluoro-5-(1-(4-fluorophenyl)-1H-pyrazol-4-yl)phenyl)methylamine